(3-fluoro-5-nitrophenoxy)-N,N-dimethylethylamine FC=1C=C(OC(C)N(C)C)C=C(C1)[N+](=O)[O-]